bicyclo[3.1.0]Hexane-2-carboxylic acid C12C(CCC2C1)C(=O)O